FC(C1CC=2C=3C(=N[C@H](C(NC3SC2C1)=O)C)C1=C(C=CC=C1F)F)F (11S)-4-(difluoromethyl)-13-(2,6-difluorophenyl)-11-methyl-7-thia-9,12-diazatricyclo[6.5.0.02,6]trideca-1(8),2(6),12-trien-10-one